(R)-ALPHA-methyl-cyclobutanemethylamine hydrochloride Cl.C[C@@H](N)C1CCC1